R-N-((3,3-difluoropiperidin-4-yl)methyl)-1H-pyrazolo[3,4-d]pyrimidin-6-amine trifluoroacetate salt FC(C(=O)O)(F)F.FC1(CNCC[C@@H]1CNC1=NC=C2C(=N1)NN=C2)F